tetradecyl-(tributyl)phosphonium chloride [Cl-].C(CCCCCCCCCCCCC)[P+](CCCC)(CCCC)CCCC